FC(C1=C(C=CC=C1)NC1=CC(C1=O)=O)(F)F 4-((2-(trifluoromethyl)phenyl)amino)cyclobut-3-ene-1,2-dione